COC1=C(C=CC(=C1)OC)[C@H](C(C)C(=O)N[C@@H](C)C(=O)O)C(C)C (2S,3S)-N-{[3-(2,4-dimethoxyphenyl)-4-methylpentan-2-yl]carbonyl}-L-alanine